tetrafluoroboric acid nitronium salt O=[N+]=O.F[B-](F)(F)F.[H+]